N-(4-(2-(4-(ethylsulfonyl)phenyl)acetamido)-2-(isopropylamino)phenyl)-3-(4-(trifluoromethyl)phenyl)propanamide C(C)S(=O)(=O)C1=CC=C(C=C1)CC(=O)NC1=CC(=C(C=C1)NC(CCC1=CC=C(C=C1)C(F)(F)F)=O)NC(C)C